C(C)(C)(C)[Si](C1=CC=CC=C1)(C1=CC=CC=C1)OCC(C)(C)N=C=S tert-butyl-(2-isothiocyanato-2-methylpropyloxy)diphenylsilane